ethyl 2-(((S)-3-(5-chloro-2-methylphenyl)-5-(3,3-dimethylpyrrolidin-1-yl)pentyl)(methyl)amino)-2-(2-((1r,4S)-4-cyclopropoxycyclohexyl)-4-fluoro-3-methylphenyl)acetate ClC=1C=CC(=C(C1)[C@H](CCN(C(C(=O)OCC)C1=C(C(=C(C=C1)F)C)C1CCC(CC1)OC1CC1)C)CCN1CC(CC1)(C)C)C